3,5-dichlorodihydroxybenzenesulfonic acid ClC=1C(=C(C(=C(C1)Cl)O)S(=O)(=O)O)O